6-nitro-1-[(1S)-1-[3-(trifluoromethyl)phenyl]ethyl]-3,4-dihydroquinolin-2-one [N+](=O)([O-])C=1C=C2CCC(N(C2=CC1)[C@@H](C)C1=CC(=CC=C1)C(F)(F)F)=O